OCCNCCCCCCCC(=O)OCCCCCCCCCC decyl 8-((2-hydroxyethyl)amino)octanoate